(8-Bromo-3-(2,2,2-trifluoroethyl)indolizin-2-yl)methanol BrC1=CC=CN2C(=C(C=C12)CO)CC(F)(F)F